ClC1=C(N=C2C(=N1)CN(CC2)C(=O)OC(C)(C)C)N2CCC(CC2)OC2=C(C=C(C=C2)F)F tert-butyl 3-chloro-2-(4-(2,4-difluorophenoxy)piperidin-1-yl)-7,8-dihydropyrido[3,4-b]pyrazine-6(5H)-carboxylate